ClC1=CC=C(C=C1)CN=C=S 1-chloro-4-(isothiocyanatomethyl)benzene